IC1=NN(C=C1)C(CO)(C)C 2-(3-iodopyrazol-1-yl)-2-methyl-propan-1-ol